COC(=O)C1(COC2(OC1)CCOCC2)NC(CC2=C(C=C(C=C2C)Cl)OC)=O Methyl-3-[2-(4-chloro-2-methoxy-6-methylphenyl)acetamido]-1,5,9-trioxaspiro[5.5]undecan-3-carboxylat